NC/C(/CN1N=C(C=C1)C(=O)OC)=C\Cl Methyl (E)-1-(2-(aminomethyl)-3-chloroallyl)-1H-pyrazole-3-carboxylate